C(#N)C1=CC=C(C=C1)NC(N(C)C1=CC=2OC(C(=CC2S1)C(=O)O)=O)=O 2-(3-(4-cyanophenyl)-1-methylureido)-5-oxo-5H-thieno[3,2-b]pyran-6-carboxylic acid